tert-butyl (R)-3-(2-((R)-4-(4-fluorophenyl)-2-methylpiperazin-1-yl)ethyl)-1-oxo-2,8-diazaspiro[4.5]decane-8-carboxylate FC1=CC=C(C=C1)N1C[C@H](N(CC1)CC[C@@H]1NC(C2(C1)CCN(CC2)C(=O)OC(C)(C)C)=O)C